2-(3,4-epoxycyclohexyl)ethyltributoxysilane C1(CC2C(CC1)O2)CC[Si](OCCCC)(OCCCC)OCCCC